C(#N)C=1C=C2CCCN(C2=C(C1)C1=C2C(=NC=C1)C=C(S2)CO)[C@@H]2CN(C1(CCC1)C2)C(=O)OC(C)(C)C (S)-tert-butyl 7-(6-cyano-8-(2-(hydroxymethyl)thieno[3,2-b]pyridin-7-yl)-3,4-dihydroquinolin-1(2H)-yl)-5-azaspiro[3.4]octane-5-carboxylate